C(C)(=O)O.C(=C)N1CN(C=C1)CCCC 1-vinyl-3-butyl-imidazole acetate